C(C)NS(=O)(=O)NC1=NC=CC(=C1)CN1CCN(CC1)C=1C=CC(=NC1C(F)(F)F)C(=O)NC 5-(4-((2-((N-ethylsulfamoyl)amino)pyridin-4-yl)methyl)piperazin-1-yl)-N-methyl-6-(trifluoromethyl)picolinamide